NC=1N=CC(=NC1OC=1C=NN(C1)C1CCN(CC1)C)C1=CC(=C(CNS(=O)(=O)C2CCCC2)C(=C1)C)C N-(4-(5-amino-6-((1-(1-methylpiperidin-4-yl)-1H-pyrazol-4-yl)oxy)pyrazin-2-yl)-2,6-dimethylbenzyl)cyclopentanesulfonamide